methyl 3-(N-(4-(7-morpholinothiazolo[5,4-d]pyrimidin-2-yl)phenyl)sulfamoyl)benzoate O1CCN(CC1)C=1C2=C(N=CN1)SC(=N2)C2=CC=C(C=C2)NS(=O)(=O)C=2C=C(C(=O)OC)C=CC2